C(C)N(C(=O)N1C(NC2=NC=NC=C12)=O)C N-ethyl-8-oxo-N-methyl-purine-7-carboxamide